3-(1-(1-methylpyrrolidin-3-yl)-1H-pyrazol-4-yloxy)pyrazin-2-amine CN1CC(CC1)N1N=CC(=C1)OC=1C(=NC=CN1)N